OCC(C(=O)N)N1C(C2(C1)CCCCC2)=O 3-Hydroxy-2-(1-Oxo-2-Azaspiro[3.5]Nonan-2-Yl)Propanamide